1-(6-(2-methoxyphenyl)pyridazin-3-yl)-N-(thiophen-2-ylmethyl)piperidin-3-amine COC1=C(C=CC=C1)C1=CC=C(N=N1)N1CC(CCC1)NCC=1SC=CC1